C1(=[C-]C=CC2=CC=C3C(=C12)C=CC=C3)O 1-benzonaphtholide